6-fluoro-5-methyl-4-(4,4,5,5-tetramethyl-1,3,2-dioxaborolan-2-yl)-2-(triphenylmethyl)-2H-indazole FC=1C(=C(C2=CN(N=C2C1)C(C1=CC=CC=C1)(C1=CC=CC=C1)C1=CC=CC=C1)B1OC(C(O1)(C)C)(C)C)C